4-(7-Cyanobenzo[d][1,3]dioxol-4-yl)-5-ethoxy-2,8-dimethyl-1,4-dihydro-1,6-naphthyridine-3-carboxylic acid C(#N)C1=CC=C(C2=C1OCO2)C2C(=C(NC1=C(C=NC(=C21)OCC)C)C)C(=O)O